(4-(3-chloro-4-(trifluoromethyl)phenyl)piperidin-1-yl)(4-(3-hydroxyoxetan-3-yl)phenyl)methanone ClC=1C=C(C=CC1C(F)(F)F)C1CCN(CC1)C(=O)C1=CC=C(C=C1)C1(COC1)O